(cis)-Ethyl 4-(2-chloro-3-fluorophenyl)-6-(4-(methylsulfonamido)-tetrahydrofuran-2-yl)-2-(thiazol-2-yl)-1,4-dihydropyrimidine-5-carboxylate ClC1=C(C=CC=C1F)C1N=C(NC(=C1C(=O)OCC)[C@@H]1OC[C@@H](C1)NS(=O)(=O)C)C=1SC=CN1